C(C1=CC=CC=C1)SC1=CC=2N(C(=C1)Br)N=CC2 5-(benzylthio)-7-bromopyrazolo[1,5-a]pyridine